ClS(=O)(=O)C1=C(C(=O)OC)C=C(C=C1)[N+](=O)[O-] Methyl 2-(chlorosulfonyl)-5-nitrobenzoate